tert-butyl (E)-(1-(5-(4-fluorophenyl)isoxazol-3-yl)-6-(2-(isoxazol-3-yl)-1,3-dioxolan-2-yl)hex-3-en-1-yl)carbamate FC1=CC=C(C=C1)C1=CC(=NO1)C(C\C=C\CCC1(OCCO1)C1=NOC=C1)NC(OC(C)(C)C)=O